tert-butyl 6-[3-[(2,7-dichloroquinazolin-4-yl)-methyl-amino] phenyl]-2,6-diazaspiro[3.3]heptane-2-carboxylate ClC1=NC2=CC(=CC=C2C(=N1)N(C=1C=C(C=CC1)N1CC2(CN(C2)C(=O)OC(C)(C)C)C1)C)Cl